N-(1-(4-(trifluoromethyl)phenyl)-1,2,3,4-tetrahydroquinolin-3-yl)acrylamide FC(C1=CC=C(C=C1)N1CC(CC2=CC=CC=C12)NC(C=C)=O)(F)F